CN1N=CC=2CNCC(C21)=O 1-methyl-7-oxo-1,4,6,7-tetrahydro-5H-pyrazolo[4,3-c]pyridine